C(C)N1C(=NN(C1=O)C=1C=C2C(=CC(=NC2=CC1F)C=1C(=NNC1)C(F)(F)F)C(C)C)CO 4-Ethyl-1-(7-fluoro-4-isopropyl-2-(3-(trifluoromethyl)-1H-pyrazol-4-yl)quinoline-6-Yl)-3-(hydroxymethyl)-1H-1,2,4-triazol-5(4H)-one